The molecule is an N-acyl-15-methylhexadecasphing-4-enine in which the acyl group has 21 carbons and 0 double bonds and is 2-hydroxylated. It derives from a 15-methylhexadecasphing-4-enine. CCCCCCCCCCCCCCCCCCCC(C(=O)N[C@@H](CO)[C@@H](/C=C/CCCCCCCCCC(C)C)O)O